(S)-2-(3-fluoro-4-(6-(pyridin-4-ylmethoxy)pyridin-2-yl)benzyl)-1-(oxetan-2-ylmethyl)-1H-benzo[d]imidazole-6-carboxylic acid FC=1C=C(CC2=NC3=C(N2C[C@H]2OCC2)C=C(C=C3)C(=O)O)C=CC1C1=NC(=CC=C1)OCC1=CC=NC=C1